N-(bis(2-(trifluoromethoxy)phenyl)phosphaneyl)-N-methyl-1,1-bis(3-(tributylsilyl)phenyl)phosphanamine FC(OC1=C(C=CC=C1)P(N(P(C1=CC(=CC=C1)[Si](CCCC)(CCCC)CCCC)C1=CC(=CC=C1)[Si](CCCC)(CCCC)CCCC)C)C1=C(C=CC=C1)OC(F)(F)F)(F)F